(R)-2-(4-(tert-butoxy)-2-carboxy-4-oxobutyl)pyridine 1-oxide C(C)(C)(C)OC(C[C@@H](CC1=[N+](C=CC=C1)[O-])C(=O)O)=O